C(C=C)(=O)O.C(C=C)(=O)O.C(C=C)(=O)O.C(C)OCCC(CO)(CO)CO 3-ethoxy-trimethylolpropane triacrylate